ethyl 5-[3-[1-(difluoro-methyl)-3,5-dimethyl-pyrazol-4-yl]pyrazolo[1,5-a]pyridin-5-yl]furan-3-carboxylate FC(N1N=C(C(=C1C)C=1C=NN2C1C=C(C=C2)C2=CC(=CO2)C(=O)OCC)C)F